4-(isoquinolin-6-ylamino)piperidine-1-carboxylic acid tert-butyl ester C(C)(C)(C)OC(=O)N1CCC(CC1)NC=1C=C2C=CN=CC2=CC1